tert-butyl (1S,4S)-5-(4-((4-(cyclopropylmethoxy)-2,3-difluorophenyl)amino)pyrido[3,2-d]pyrimidin-6-yl)-2,5-diazabicyclo[2.2.1]heptane-2-carboxylate C1(CC1)COC1=C(C(=C(C=C1)NC=1C2=C(N=CN1)C=CC(=N2)N2[C@@H]1CN([C@H](C2)C1)C(=O)OC(C)(C)C)F)F